BrC1=CC=C(C=C1)C=1N=C2N(C=CC=C2)C1CN1CC2CCC(C1)N2C(=O)C2=NC(=CC=C2)OC (3-{[2-(4-Bromophenyl)imidazo[1,2-a]pyridin-3-yl]methyl}-3,8-diazabicyclo[3.2.1]oct-8-yl)-(6-methoxypyridin-2-yl)methanone